FC1=C(C=C(C=C1)C)NS([O-])(=O)=O.[Na+] Sodium N-(2-fluoro-5-methylphenyl)sulfamate